COCCCOCCCOC 1-methoxy-3-(3-methoxy-propoxy)-propane